4-(2-(pyrrolidin-1-yl)acetamido)-7-formyl-3,4-dihydro-2,4-methylene-1,8-naphthyridine-1(2H)-carboxamide N1(CCCC1)CC(=O)NC12CC(N(C3=NC(=CC=C13)C=O)C(=O)N)C2